N-3-bromopropylindol-3-formaldehyde BrCCCN1C=C(C2=CC=CC=C12)C=O